ClC=1C=C(C=CC1)CN1N=C(C=C1C1=CC=CC=C1)COC(C(=O)O)(C)C 2-([1-[(3-chlorophenyl)methyl]-5-phenyl-1H-pyrazol-3-yl]methoxy)-2-methylpropanoic acid